4-chloro-7-hydroxy-1-methyl-2-oxo-1,2-dihydroquinoline-3-carbonitrile ClC1=C(C(N(C2=CC(=CC=C12)O)C)=O)C#N